3-(3-methyl-1,2,4-thiadiazol-5-yl)-1H-benzimidazol-2-one CC1=NSC(=N1)N1C(NC2=C1C=CC=C2)=O